tertbutyl (2S,4aS,9aR)-7-bromo-2-methyl-3,4a,9,9a-tetrahydro-2H-indeno[2,1-b][1,4]oxazine-4-carboxylate BrC1=CC=2C[C@H]3O[C@H](CN([C@H]3C2C=C1)C(=O)OC(C)(C)C)C